FC=1C=C(C=CC1C1=NOC(=N1)C(F)(F)F)C=1SCC(N1)N 2-[3-fluoro-4-[5-(trifluoromethyl)-1,2,4-oxadiazol-3-yl]phenyl]-4,5-dihydrothiazol-4-amine